COC1(OCCO1)C 2-Methoxy-2-methyl-1,3-dioxolan